2,6-difluoro-4-bromonitrobenzene FC1=C(C(=CC(=C1)Br)F)[N+](=O)[O-]